C1(CC1)C1=C(C(=NO1)C1=C(C=CC=C1Cl)Cl)COC1=NC(=C(C=C1)C=C)C(F)(F)F 5-cyclopropyl-3-(2,6-dichlorophenyl)-4-(((6-(trifluoromethyl)-5-vinylpyridin-2-yl)oxy)methyl)isoxazole